N-{(1S)-1-cyano-2-[(3S)-2-oxopyrrolidin-3-yl]ethyl}-N2-[(3,3-difluorocyclobutyl)acetyl]-L-leucinamide C(#N)[C@H](C[C@H]1C(NCC1)=O)NC([C@@H](NC(CC1CC(C1)(F)F)=O)CC(C)C)=O